N-(3-(hydroxymethyl)-2-oxopyrrolidin-3-yl)-2-methyl-5-(pyridin-2-ylmethoxy)benzofuran OCC1(C(NCC1)=O)N1C(C=CC=C1)COC=1C=CC2=C(C=C(O2)C)C1